methyl (2'S,6'R,7S)-2-chloro-6'-methyl-spiro[4,5-dihydrothieno[2,3-c]pyran-7,4'-piperidine]-2'-carboxylate ClC1=CC2=C(S1)[C@]1(C[C@H](N[C@@H](C1)C)C(=O)OC)OCC2